tert-butyl (R)-(1-(5-((4-(4-morpholino-7-((2-(trimethylsilyl)ethoxy)methyl)-7H-pyrrolo[2,3-d]pyrimidin-6-yl)phenyl)amino)pyrazin-2-yl)piperidin-3-yl)carbamate O1CCN(CC1)C=1C2=C(N=CN1)N(C(=C2)C2=CC=C(C=C2)NC=2N=CC(=NC2)N2C[C@@H](CCC2)NC(OC(C)(C)C)=O)COCC[Si](C)(C)C